(S)-6-(1-amino-1,3-dihydrospiro[indene-2,4'-piperidine]-1'-yl)-3-(6-chloro-2H-chromen-4-yl)-1,5-dihydro-4H-pyrazolo[3,4-d]pyrimidin-4-one N[C@@H]1C2=CC=CC=C2CC12CCN(CC2)C=2NC(C1=C(N2)NN=C1C1=CCOC2=CC=C(C=C12)Cl)=O